CN1C[C@H]2[C@H](C1)C3=C(C=CC(=C3)Cl)OC4=CC=CC=C24.C(=C\\C(=O)O)\\C(=O)O The molecule is a maleate salt obtained by combining equimolar amounts of (S,S)-asenapine and maleic acid. It contains a (S,S)-asenapine(1+). It is an enantiomer of a (R,R)-asenapine maleate.